FC(C(=O)O)(F)F.C(CCCC[C@@H]1SC[C@@H]2NC(=O)N[C@H]12)(=O)NCCNC([C@@H](N)CS)=O N-Biotinyl-N'-cysteinyl-Ethylenediamine Trifluoroacetic Acid Salt